C1=CC=C(C=2OC3=C(C21)C=CC=C3)C3=CC(=NC(=N3)C3=CNC2=NC=C(C=C23)F)NC2C(C3CCC2CC3)C(=O)O (+/-)-trans-3-((6-(dibenzo[b,d]furan-4-yl)-2-(5-fluoro-1H-pyrrolo[2,3-b]pyridin-3-yl)pyrimidin-4-yl)amino)bicyclo[2.2.2]octane-2-carboxylic acid